8-phenylnaphthalen C1(=CC=CC=C1)C=1C=CC=C2C=CC=CC12